C1(CC1)N([C@@H]1CC[C@H](CC1)N1C2=C(N(C(C1)=O)C)C=CC(=N2)C#N)C2=C(C=CC=C2)OCOCC[Si](C)(C)C trans-4-(4-(Cyclopropyl(2-((2-(trimethylsilyl)ethoxy)methoxy)phenyl)amino)-cyclohexyl)-1-methyl-2-oxo-1,2,3,4-tetrahydropyrido[3,2-b]pyrazine-6-carbonitrile